C(=O)C=1N(C2=CC=CC=C2C1)CCCCC1=C(C=CC=C1)C1=CC=CC=C1 (4-(2-formyl-1H-indol-1-yl)butyl)-[1,1'-biphenyl]